OC1=C(C(=NC(=C1C(=O)O)C)C)C(=O)O 4-hydroxy-2,6-dimethylpyridine-3,5-dicarboxylic acid